5-(pyridin-4-yl)thiophen-2-amine N1=CC=C(C=C1)C1=CC=C(S1)N